1,2,3-triazol-5-yl-[8-{[3-(trifluoromethoxy)phenyl]sulfonyl}-3,8-diazabicyclo[3.2.1]oct-3-yl]methanone dimethyl-6-isocyano-6-(p-tolylsulfonyl)undecanedioate COC(CCCCC(CCCCC(=O)OC)(S(=O)(=O)C1=CC=C(C=C1)C)[N+]#[C-])=O.N1N=NC=C1C(=O)N1CC2CCC(C1)N2S(=O)(=O)C2=CC(=CC=C2)OC(F)(F)F